CN1CCC(CC1)C(=O)NC1=CC=C2C(=N1)NC=C2C2=CC1=CN(N=C1C=C2)C 1-methyl-N-(3-(2-methyl-2H-indazol-5-yl)-1H-pyrrolo[2,3-b]pyridin-6-yl)piperidine-4-carboxamide